CN1C(NC2=C1C=CC=C2)=O 1-methyl-1H-benzo[d]imidazol-2(3H)-one